(4-(2,4-dimethylphenyl)thiazol-2-yl)-4-methoxybenzamide CC1=C(C=CC(=C1)C)C=1N=C(SC1)C1=C(C(=O)N)C=CC(=C1)OC